FC=1C(=C(C(=NC1)C(C)C)NC(=O)N=S(=O)(C1=CN=C(S1)C(C)(C)O)NC(OC(C)(C)C)=O)C(C)C tert-butyl (N-((5-fluoro-2,4-diisopropylpyridin-3-yl)-carbamoyl)-2-(2-hydroxypropan-2-yl)thiazole-5-sulfonimidoyl)carbamate